CC1=C(C=C(C(=C1)N=CN1CCOCC1)C)CCSC1=CC(=C(C=C1)C)C 1-(2,5-dimethyl-4-((morpholinomethylene)amino)phenyl)-2-((3,4-dimethylphenyl)thio)ethan